NCC=1C=NC(=NC1)C1=C(C=C(C#N)C=C1)OC1=NC(=NC(=C1)N(C1COC1)C)C 4-[5-(aminomethyl)pyrimidin-2-yl]-3-[2-methyl-6-[methyl(oxetan-3-yl)amino]pyrimidin-4-yl]oxybenzonitrile